(R)-2-(((S)-2-(4-cyanophenyl)propyl)amino)-N-(3-methyl-2-carbonyl-2,3-dihydro-1H-benzo[d]imidazol-5-yl)-2-phenylacetamide C(#N)C1=CC=C(C=C1)[C@@H](CN[C@@H](C(=O)NC1=CC2=C(NC(N2C)=C=O)C=C1)C1=CC=CC=C1)C